ClC=1C=C(NC2(CCC3(C(CC4=CC=C(C=C34)S(=O)(=O)O)C[C@H](COC3=CC=NC=4CCC[C@H](C34)C)C)CC2)C(=O)O)C=CC1 4-(3-Chloroanilino)-2'-[(2R)-2-methyl-3-{[(5R)-5-methyl-5,6,7,8-tetrahydroquinolin-4-yl]oxy}propyl]-6'-sulfo-2',3'-dihydrospiro[cyclohexane-1,1'-indene]-4-carboxylic acid